[4-[[3-(2-chloro-3-fluoro-4-methoxyphenyl)imidazo[1,2-a]pyrazin-8-yl]amino]-2-methylphenyl]-[4-(4-hydroxypiperidine-4-carbonyl)piperazin-1-yl]methanone formate C(=O)O.ClC1=C(C=CC(=C1F)OC)C1=CN=C2N1C=CN=C2NC2=CC(=C(C=C2)C(=O)N2CCN(CC2)C(=O)C2(CCNCC2)O)C